[C@H]12CN(C[C@H](CC1)N2)C=2C1=C(N=C(N2)OC([2H])([2H])C2(CC2)CN2CCCC2)CN(CC1)C=1C=C(C=C(C1C(F)(F)F)Cl)O 3-(4-((1R,5S)-3,8-Diazabicyclo[3.2.1]octan-3-yl)-2-((1-(pyrrolidin-1-ylmethyl)cyclopropyl)methoxy-d2)-5,8-dihydropyrido[3,4-d]pyrimidin-7(6H)-yl)-5-chloro-4-(trifluoromethyl)phenol